C(C1=C(C(=CC(=C1)C(C)(CC(C)(C)C)C)N1N=C2C(=N1)C=CC=C2)O)C2=C(C(=CC(=C2)C(C)(CC(C)(C)C)C)N2N=C1C(=N2)C=CC=C1)O 2,2'-methylenebis[6-(2H-1,2,3-benzotriazol-2-yl)-4-(2,4,4-trimethylpentan-2-yl)phenol]